styrene-Isophthalic acid C(=CC1=CC=CC=C1)C1=CC=C(C=C1C(=O)O)C(=O)O